2-(3,5-dichloro-4-((5-methyl-1-oxo-2,5,6,7-tetrahydro-1H-cyclopenta[d]pyridazin-4-yl)oxy)phenyl-2,6-d2)-3,5-dioxo-2,3,4,5-tetrahydro-1,2,4-triazine-6-carbonitrile ClC=1C(=C(C(=C(C1OC=1C2=C(C(NN1)=O)CCC2C)Cl)[2H])N2N=C(C(NC2=O)=O)C#N)[2H]